(R)-{5-[5-(1,1-Difluoro-ethyl)-[1,2,4]oxadiazol-3-yl]-pyridin-3-yl}-(1,3-dimethyl-azetidin-3-yl)-(4-isopropyl-phenyl)-methanol FC(C)(F)C1=NC(=NO1)C=1C=C(C=NC1)[C@@](O)(C1=CC=C(C=C1)C(C)C)C1(CN(C1)C)C